N1=CC(=CC=C1)C1=CC=NC=C1 3,4'-bipyridin